vinylbenzyl-pyridinium C(=C)C1=[N+](C=CC=C1)CC1=CC=CC=C1